FC(N1N=CC(=C1)C1=CC=CC(=N1)C(=O)OC)F Methyl 6-(1-(difluoromethyl)-1H-pyrazol-4-yl)-2-pyridinecarboxylate